CN1[C@@H](CCC1)COC=1N=C(C2=C(N1)C(=CN2)CC2=C1C=NNC1=CC=C2C(F)(F)F)N2C[C@@H](NCC2)CC#N ((S)-4-(2-(((S)-1-methylpyrrolidin-2-yl)methoxy)-7-((5-(trifluoromethyl)-1H-indazol-4-yl)methyl)-5H-pyrrolo[3,2-d]pyrimidin-4-yl)piperazin-2-yl)acetonitrile